(3,4-epoxycyclohexyl)trimethoxysilane tert-butyl-(4-((4-((4-((2-chlorophenyl)carbamoyl)phenyl)amino)-5-fluoropyrimidin-2-yl)amino)phenyl)carbamate C(C)(C)(C)N(C(O)=O)C1=CC=C(C=C1)NC1=NC=C(C(=N1)NC1=CC=C(C=C1)C(NC1=C(C=CC=C1)Cl)=O)F.C1(CC2C(CC1)O2)[Si](OC)(OC)OC